ethyl 4,4-difluoro-2-methyl-3-oxo-butanoate FC(C(C(C(=O)OCC)C)=O)F